3,3'-dioctyl-2,2'-bithiophene C(CCCCCCC)C1=C(SC=C1)C=1SC=CC1CCCCCCCC